2-methyl-1,8-naphthyridine-3-carboxylic acid methyl ester COC(=O)C=1C(=NC2=NC=CC=C2C1)C